C(C)(C)(C)OC(=O)N[C@H](C(=O)NC=1C=C(C=CC1)C#CCCCC(=O)OC)CCC(N)=O methyl 6-[3-[(2S)-2-[(tert-butoxycarbonyl) amino]-4-carbamoyl butanamido] phenyl]hex-5-ynoate